Thiophosphoric acid S-(3-(3-amino-propylamino)-propyl) ester, di-hydrate O.O.NCCCNCCCSP(O)(O)=O